C(CCCCCCCCCCCCCCCCCCCCCCCCC)O cerotyl alcohol